2-ureidobutyric acid N(C(=O)N)C(C(=O)O)CC